[2H]OC1=CC=CC=C1 phenol-d